C1(CCCC1)COC=1C=C(C(=O)N2CCN(CC2)C2=NC3=CC=CC=C3C(N2)=O)C=CC1 2-[4-[3-(Cyclopentylmethoxy)benzoyl]piperazin-1-yl]-3H-quinazolin-4-one